5-chloro-2-(difluoromethyl)-N-((1r,4r)-4-((2-oxo-3-(quinolin-8-yl)-2,3-dihydro-1H-benzo[d]imidazol-1-yl)methyl)cyclohexyl)nicotinamide ClC=1C=NC(=C(C(=O)NC2CCC(CC2)CN2C(N(C3=C2C=CC=C3)C=3C=CC=C2C=CC=NC32)=O)C1)C(F)F